(R)-2-amino-3-(4-fluorophenyl)propionic acid N[C@@H](C(=O)O)CC1=CC=C(C=C1)F